(1R,3S)-3-(3-{[(2-methoxypyridin-4-yl)acetyl]amino}-1H-pyrazol-5-yl)cyclopentyl propylcarbamate C(CC)NC(O[C@H]1C[C@H](CC1)C1=CC(=NN1)NC(CC1=CC(=NC=C1)OC)=O)=O